Allyl 7-((hydroxy(phenoxy)phosphoryl)methyl)-2-naphthoate OP(=O)(OC1=CC=CC=C1)CC1=CC=C2C=CC(=CC2=C1)C(=O)OCC=C